ClC=1C=C(C(=C(C=NC(C(=O)O)CC2=CC=C(C=C2)O)C1)O)OC(C(C)C)=O 2-(5-chloro-2-hydroxy-3-(isobutyryloxy)benzylideneamino)-3-(4-hydroxyphenyl)propanoic acid